C12N(CCNC2C1)C1=CC(=CC2=C1N(C(N2C=2SC(=NN2)C(F)F)=O)CC)S(=O)(=O)NC2(COC2)C {7-(2,5-diazabicyclo[4.1.0]hept-2-yl)-3-[5-(difluoromethyl)-1,3,4-thiadiazol-2-yl]-1-ethyl-2-oxo-1,3-dihydro-1,3-benzimidazol-5-ylsulfonyl}(3-methyl-3-oxetanyl)amine